C[Si](C#CC=1C=NC2=C3N=CC=CC3=CC=C2C1)(C)C 3-(2-(trimethylsilyl)ethynyl)-1,10-phenanthroline